N-(4-chloro-3-(trifluoromethyl)phenyl)-5-((6-morpholinoimidazo[1,2-b]pyridazin-3-yl)ethynyl)nicotinamide ClC1=C(C=C(C=C1)NC(C1=CN=CC(=C1)C#CC1=CN=C2N1N=C(C=C2)N2CCOCC2)=O)C(F)(F)F